amino-2-(4-methyl-5-((2'-oxospiro[cyclobutane-1,3'-indolin]-5'-yl)oxy)bicyclo[4.2.0]octan-2-yl)-1,2,4-triazine-3,5(2H,4H)-dione NN1C(N(N=CC1=O)C1C2CCC2C(C(C1)C)OC=1C=C2C3(C(NC2=CC1)=O)CCC3)=O